NC1=NC=NC=2N(C3=C(C=C(C=C3C21)C(F)(F)F)C)CC(=O)N2[C@@H](SCC2)C(=O)NC2=NC(=CC=C2)Br (S)-3-(2-(4-amino-8-methyl-6-(trifluoromethyl)-9H-pyrimido[4,5-b]indol-9-yl)acetyl)-N-(6-bromopyridin-2-yl)thiazolidine-2-carboxamide